4-(trifluoromethyl)cyclohexanol FC(C1CCC(CC1)O)(F)F